3-((4-chloro-6-(pentadecylthio)-1,3,5-triazin-2-yl)thio)nonanoic acid propyl ester C(CC)OC(CC(CCCCCC)SC1=NC(=NC(=N1)Cl)SCCCCCCCCCCCCCCC)=O